C(CC(=O)[O-])(=O)[O-].[Li+].[Li+] lithium propanedioate